4-((3r,4r)-4-((tert-butyldiphenylsilyl)oxy)tetrahydrofuran-3-yl)piperazine-1-carboxylic acid tert-butyl ester C(C)(C)(C)OC(=O)N1CCN(CC1)[C@@H]1COC[C@@H]1O[Si](C1=CC=CC=C1)(C1=CC=CC=C1)C(C)(C)C